C(=CC)C1=C(OC2=CC=C(C=C2)OC2=CC=C(C=C2)OC2=C(C=CC=C2)C=CC)C=CC=C1 bis[4-(o-propenylphenoxy)phenyl]Ether